ClC=1C=C(C=CC1)C(CO)NC(=O)C1=CN(C=C1)C1=NC(=NC=C1C)NC1=CC2=C(OCCO2)C=C1 N-(1-(3-chlorophenyl)-2-hydroxyethyl)-1-(2-((2,3-dihydrobenzo[b][1,4]dioxin-6-yl)amino)-5-methylpyrimidin-4-yl)-1H-pyrrole-3-amide